COC=1C=CC2=C(NC(=N2)C2=C(C=3C(NC2=O)=CN(N3)C)N[C@@H](CC)C3=NC=CC=N3)C1 |o1:22| (S*)-6-(6-Methoxy-1H-benzo[d]imidazol-2-yl)-2-methyl-7-((1-(pyrimidin-2-yl)propyl)-amino)-2H-pyrazolo[4,3-b]pyridin-5(4H)-one